O=C1C2=CC=CC=C2C(C=2C=CC=C(C12)NCCC(=O)OC1=CC(=CC=C1)P(=O)(C(C1=C(C=C(C=C1C)C)C)=O)C(C1=C(C=C(C=C1C)C)C)=O)=O 3-(bis(2,4,6-trimethylbenzoyl)phosphoryl)phenyl 3-((9,10-dioxo-9,10-dihydroanthracen-1-yl)amino)propanoate